2-(8-Hydroxy-1,4-dioxaspiro[4.5]decan-8-yl)-4-methylmorpholin-3-one OC1(CCC2(OCCO2)CC1)C1C(N(CCO1)C)=O